2-(2-(2-Fluoro-3-(4,4,5,5-tetramethyl-1,3,2-dioxaborolan-2-yl)phenyl)-3-methylpyridin-4-yl)acetonitrile FC1=C(C=CC=C1B1OC(C(O1)(C)C)(C)C)C1=NC=CC(=C1C)CC#N